[N-]=C=O.C(CC)[Si](OCCC)(OCCC)OCCC propyltripropoxysilane isocyanate